6-(3-(dimethylamino)acryloyl)-2-azaspiro[3.3]heptane-2-carboxylic acid tert-butyl ester C(C)(C)(C)OC(=O)N1CC2(C1)CC(C2)C(C=CN(C)C)=O